N-[3-[2-[(1-methylpyrazol-4-yl)amino]pyrimidin-4-yl]-1-methyl-indol-6-yl]prop-2-enamide CN1N=CC(=C1)NC1=NC=CC(=N1)C1=CN(C2=CC(=CC=C12)NC(C=C)=O)C